C(C)S(=O)(=O)C1=CC=CC=2N=C(NC21)N2C=NC(=C2)COC2=CC=CC=C2 ethanesulfonyl-2-(4-phenoxymethylimidazol-1-yl)benzimidazole